CN1C(N(C2=C1C=CC=C2)C2=CC(=CC=C2)OC2=CC=1N(C3=CC=CC=C3C1C=C2)C2=NC=CC=C2)=C=[Pt] 3-methyl-1-(3-{[9-(pyridin-2-yl)carbazol-2-yl]oxy}phenyl)-2,3-dihydro-1H-benzo[d]imidazol-2-ylidenecarbene platinum (II)